OCCC1=CC=C(C#N)C=C1 4-(2-Hydroxyethyl)benzonitrile